C(C=C)(=O)NC1=C(C=CC=C1)C1CCNC=2N1N=C(C2C(=O)N)C2=CC=CC=C2 7-(2-Acrylamidophenyl)-2-phenyl-4,5,6,7-tetrahydropyrazolo[1,5-a]pyrimidine-3-carboxamide